4-[[5-[4-chloro-5-[(4-methoxyphenyl)methoxy]-3-pyridyl]-1,3,4-thiadiazol-2-yl]methyl]-6-ethyl-4,6-diazaspiro[2.4]heptane-5,7-dione ClC1=C(C=NC=C1OCC1=CC=C(C=C1)OC)C1=NN=C(S1)CN1C2(CC2)C(N(C1=O)CC)=O